isothiazolo[4,3-b]pyridine N=1SC=C2N=CC=CC21